3-(3,5-dichlorophenyl)-7-(1-methanesulfonylaminoethyl)-1H-indole-2-carboxylic acid ClC=1C=C(C=C(C1)Cl)C1=C(NC2=C(C=CC=C12)C(C)NS(=O)(=O)C)C(=O)O